COC=1C=NC=CC1[C@@H](C1=CC=C(C#N)C=C1)OC1=CC=C2C(CCOC2=C1)=O (R,S)-4-((3-Methoxypyridin-4-yl)((4-oxochroman-7-yl)oxy)methyl)benzonitrile